(rac)-2'-(6-amino-5-cyanopyridin-3-yl)-N-[2-(pyridin-2-yl)propan-2-yl]-5',6'-dihydrospiro[pyrrolidine-3,4'-pyrrolo[1,2-b]pyrazole]-1-carboxamide NC1=C(C=C(C=N1)C=1C=C2N(N1)CC[C@]21CN(CC1)C(=O)NC(C)(C)C1=NC=CC=C1)C#N |r|